5-(6-(1-methyl-1H-pyrazol-4-yl)-5-(morpholin-2-ylmethylamino)pyridazin-3-ylamino)pyrazine-2-carbonitrile CN1N=CC(=C1)C1=C(C=C(N=N1)NC=1N=CC(=NC1)C#N)NCC1CNCCO1